6-bromo-3-methoxy-2-nitropyridine BrC1=CC=C(C(=N1)[N+](=O)[O-])OC